2-(4-Amino-4-methyl-piperidin-1-yl)-6-fluoro-5-(3-fluoro-phenyl)-pyrimidine-4-carboxylic acid amide NC1(CCN(CC1)C1=NC(=C(C(=N1)C(=O)N)C1=CC(=CC=C1)F)F)C